ClC1=CC(=C(C=C1)NC(OC(C)(C)C)=O)CNC1(CC1)C tert-butyl (4-chloro-2-(((1-methylcyclopropyl)-amino)methyl)phenyl)-carbamate